CC/C=C\C/C=C\C/C=C\CCCCCCCC(=O)OC[C@H](COP(=O)([O-])OCC[N+](C)(C)C)OC(=O)CCCC/C=C\C/C=C\C/C=C\C/C=C\CC 1-(9Z,12Z,15Z-octadecatrienoyl)-2-(6Z,9Z,12Z,15Z-octadecatetraenoyl)-glycero-3-phosphocholine